decylenediamine hydrochloride Cl.C(CCCCCCCCCN)N